(2-aminoethyl)-3-aminopropyltriethoxysilane NCCC(C)O[Si](OCC)(OCC)CCCN